COC(=O)C1(CCCC1)C1=CC=C(C=C1)OCCC1CCCCC1 1-[4-(2-cyclohexylethoxy)phenyl]cyclopentanecarboxylic acid methyl ester